BrC1=CC2=C(N(C(C(CC2)(C)N=C(C2=CC=CC=C2)C2=CC=CC=C2)=O)CC2=CC=C(C=C2)OC)N=C1 3-Bromo-7-((diphenylmethylene)amino)-9-(4-methoxybenzyl)-7-methyl-5,6,7,9-tetrahydro-8H-pyrido[2,3-b]azepin-8-one